4-((2,3-dihydroxypropyl)thio)-N'-hydroxy-1,2,5-oxadiazole-3-carboximidamide OC(CSC=1C(=NON1)C(N)=NO)CO